alpha-ionone CC(=O)/C=C/C1C(C)=CCCC1(C)C